C[C@@H](CC(C)C)C1=C(C=CC=C1)NC(=O)C=1C(=NN(C1F)C)C N-[2-[(1S)-1,3-dimethyl-butyl]phenyl]-5-fluoro-1,3-dimethyl-pyrazole-4-carboxamide